(1R,4R)-4-(4-hydroxy-7-methoxy-2-methylquinazolin-6-yl)cyclohexane-1-carboxylic acid methyl ester COC(=O)C1CCC(CC1)C=1C=C2C(=NC(=NC2=CC1OC)C)O